tert-butyl 4-(4-chloro-7-methoxypyrido[3,2-d]pyrimidin-6-yl)piperazine-1-carboxylate ClC=1C2=C(N=CN1)C=C(C(=N2)N2CCN(CC2)C(=O)OC(C)(C)C)OC